(S)-5-Fluoro-4-(2-(hydroxymethyl)-1-methyl-1H-imidazol-4-yl)-N-(o-tolyl)-2-((1,1,1-trifluoropropan-2-yl)oxy)benzamide FC=1C(=CC(=C(C(=O)NC2=C(C=CC=C2)C)C1)O[C@H](C(F)(F)F)C)C=1N=C(N(C1)C)CO